4-[2-(trimethylsilyl)ethynyl]Benzene C[Si](C#CC1=CC=CC=C1)(C)C